4-Chloro-N-(2-(2,2-difluorocyclopentyl)ethyl)-2-(2-morpholinoethoxy)-1H-imidazole-1-carboxamide ClC=1N=C(N(C1)C(=O)NCCC1C(CCC1)(F)F)OCCN1CCOCC1